6-((1R,3S,5S,6r)-6-(1-Isopropyl-3-((1s,4S)-4-(trifluoromethyl)cyclohexyl)-1H-pyrazol-5-yl)bicyclo[3.1.0]hexan-3-yl)-2-thia-6-azaspiro[3.4]octane 2,2-dioxide C(C)(C)N1N=C(C=C1C1[C@H]2CC(C[C@@H]12)N1CC2(CS(C2)(=O)=O)CC1)C1CCC(CC1)C(F)(F)F